1-[(4-bromophenyl)methyl]-2-ethyl-imidazole BrC1=CC=C(C=C1)CN1C(=NC=C1)CC